CN1C(C(CC1)C1=NC2=CC=CC=C2C(N1CC(C)(C)C)=O)CCNC(OCC1=CC=CC=C1)=O benzyl (2-(1-methyl-3-(3-neopentyl-4-oxo-3,4-dihydroquinazolin-2-yl)pyrrolidin-2-yl)ethyl)carbamate